C(C)OC(=O)[C@@]12CCC[C@H]2[C@@H]2CC[C@H]1C2 (3as,4s,7r,7as)-ethyloctahydro-1H-4,7-methanoindene-3a-carboxylate